(3S,4S)-N-(6-Bromopyridin-2-yl)-2-azabicyclo[2.2.1]heptane BrC1=CC=CC(=N1)N1C2CC[C@H](C1)C2